ClC1=CC=C2CCC(CC2=C1)N1CC2=C(CC1)N=C(N2)C2=CC(=CC=C2)Cl 5-(7-chloro-1,2,3,4-tetrahydronaphthalen-2-yl)-2-(3-chlorophenyl)-4,5,6,7-tetrahydro-3H-imidazo[4,5-c]pyridine